OC=1C=C(C=C(C1O)OC)C1=NC2=C(N1)C=CC(=C2)N2CCN(CC2)C(=O)C2=NC=CC=C2 (4-(2-(3,4-dihydroxy-5-methoxyphenyl)-1H-benzo[d]imidazol-5-yl)piperazin-1-yl)(pyridin-2-yl)methanone